6-(3,4-difluorophenyl)-2-azaspiro[3.3]hept-5-ene-2-carboxylate FC=1C=C(C=CC1F)C1=CC2(CN(C2)C(=O)[O-])C1